O[C@H]1[C@H](C[C@@]([C@H]([C@@H]1O)O)(CO)O)NCCCCC(=O)O 5-(((1S,2S,3R,4S,5S)-2,3,4,5-tetrahydroxy-5-(hydroxymethyl)cyclohexyl)amino)pentanoic acid